C(C1=CC=CC=C1)(=O)N1CC2=CC=3CN(CC3C=C2C1)C(C1=CC=CC=C1)=O 2,6-dibenzoyl-1,3,5,7-tetrahydropyrrolo[3,4-f]isoindole